CCC1=NN(C(=O)N1CC)CCCN2CCN(CC2)C3=CC(=CC=C3)Cl TRIAZOLINONE